N'-(1,3-diphenyl-1H-pyrazole-5-carbonyl)-2-oxo-1,2-dihydroquinoline-4-carbohydrazide C1(=CC=CC=C1)N1N=C(C=C1C(=O)NNC(=O)C1=CC(NC2=CC=CC=C12)=O)C1=CC=CC=C1